9-Borabicyclo[3.3.1]nonan C12CCCC(CCC1)B2